7-((trans)-4-methoxytetrahydrofuran-3-yl)-2-((1-methyl-3-(oxetan-3-yloxy)-1H-pyrazol-4-yl)amino)-7H-pyrrolo[2,3-d]pyrimidine-6-carbonitrile CO[C@H]1[C@@H](COC1)N1C(=CC2=C1N=C(N=C2)NC=2C(=NN(C2)C)OC2COC2)C#N